N1N=CC2=CC(=CC=C12)\C=C\1/N=C(NC1=O)NC1=CC=CC=C1 (4Z)-4-[(1H-indazol-5-yl)methylidene]-2-(phenylamino)-4,5-dihydro-1H-imidazol-5-one